3-((S)-2-((3S,8S,9S,10R,13S,14S,17R)-3-hydroxy-10,13-dimethyl-2,3,4,7,8,9,10,11,12,13,14,15,16,17-tetradecahydro-1H-cyclopenta[a]phenanthren-17-yl)propyl)-1,1-dimethylurea O[C@H]1CC[C@@]2([C@H]3CC[C@@]4([C@H](CC[C@H]4[C@@H]3CC=C2C1)[C@@H](CNC(N(C)C)=O)C)C)C